(1R,2S)-2,6-dimethyl-1-aminoindane hydrochloride Cl.C[C@@H]1[C@H](C2=CC(=CC=C2C1)C)N